4'-chloro-9'-(piperidin-4-yl)-5'H-spiro[cyclohexane-1,7'-indolo[1,2-a]quinazoline]-4,5'-dione ClC=1C=2C(N=C3N(C2C=CC1)C1=CC=C(C=C1C31CCC(CC1)=O)C1CCNCC1)=O